tert-butyl (3-azabicyclo[3.1.0]-6-hexyl)-carbamate C12CNCC2C1NC(OC(C)(C)C)=O